methyl-2-benzyl-2-((3,5-bis(trifluoromethyl) benzylidene) amino)-3-bromopropionate COC(C(CBr)(N=CC1=CC(=CC(=C1)C(F)(F)F)C(F)(F)F)CC1=CC=CC=C1)=O